Pyrimidin-4-yl-pyridine-3-ol N1=CN=C(C=C1)C1=NC=CC=C1O